C(C=C)NC1=C(C=CC=C1)Cl N-allyl-2-chloroaniline